C(C(=C)C)(=O)OCC=C Allyl methacrylate